N1=C(N=CC=C1)N1N=NC=2CN(CCC21)C=O (1-(pyrimidin-2-yl)-1,4,6,7-tetrahydro-5H-[1,2,3]triazolo[4,5-c]pyridin-5-yl)methanone